1,2-diphenyl-imidazole C1(=CC=CC=C1)N1C(=NC=C1)C1=CC=CC=C1